(R)-4-((1-(3-(Difluoromethyl)-2-fluorophenyl)ethyl)amino)-2-methoxy-6-(4-methoxyphenyl)-8-Methylpyrido[4,3-d]pyrimidin-7(6H)-one FC(C=1C(=C(C=CC1)[C@@H](C)NC=1C=2C(N=C(N1)OC)=C(C(N(C2)C2=CC=C(C=C2)OC)=O)C)F)F